CC(C(CNC1=NC(=NC2=CC=CC=C12)C=1SC=CC1)N1CCN(CC1)C)C N-(3-methyl-2-(4-methylpiperazin-1-yl)butyl)-2-(thiophen-2-yl)quinazolin-4-amine